(2R,3S,6R)-3-(3,4-difluoro-2-methoxyphenyl)-6-methyl-6-(trifluoromethyl)tetrahydro-2H-pyran-2-carboxylic acid FC=1C(=C(C=CC1F)[C@H]1[C@@H](O[C@](CC1)(C(F)(F)F)C)C(=O)O)OC